N-methyl-4-((5-methyl-2-(4-(trifluoromethyl)phenyl)oxazol-4-yl)methyl)-N-(4-(trifluoromethoxy)phenyl)aniline CN(C1=CC=C(C=C1)CC=1N=C(OC1C)C1=CC=C(C=C1)C(F)(F)F)C1=CC=C(C=C1)OC(F)(F)F